N-(2-(2-((2-methoxy-6-morpholinylpyridin-3-yl)amino)-7-methylquinazolin-8-yl)pyridin-4-yl)acrylamide methyl-2-(2-(3,4-difluorophenyl)-3,4-dihydro-2H-pyrrol-5-yl)hydrazine-1-carboxylate COC(=O)NNC=1CCC(N1)C1=CC(=C(C=C1)F)F.COC1=NC(=CC=C1NC1=NC2=C(C(=CC=C2C=N1)C)C1=NC=CC(=C1)NC(C=C)=O)N1CCOCC1